butenyl-tin tritert-butoxide CC(C)(C)[O-].CC(C)(C)[O-].CC(C)(C)[O-].C(=CCC)[Sn+3]